C(N)(=N)C1=CC(=C(OCCCCCCOC2=C(C=C(C=C2)C(N)=N)Br)C=C1)Br 1,6-bis(4-amidino-2-bromophenoxy)-n-hexan